3,5-Dibromo-3'-(tert-butyl)-1,1'-biphenyl BrC=1C=C(C=C(C1)Br)C1=CC(=CC=C1)C(C)(C)C